((3R,4S)-4-(Dimethylamino)pyrrolidin-3-yl)methanol hydrochloride Cl.CN([C@H]1[C@@H](CNC1)CO)C